CC=1N=C2N(N=C(C=C2)C=2C=C3C(=NC2)C=C(S3)C3CCNCC3)C1 6-(2-methylimidazo[1,2-b]pyridazin-6-yl)-2-(piperidin-4-yl)thieno[3,2-b]pyridine